(S*)-(9-methyl-10,11-dihydrobenzo[6,7]oxepino[3,2-b]pyridin-11-yl)-N-methylmethanamine CC1=CC=CC2=C1C[C@H](C1=NC=CC=C1O2)CNC |o1:8|